C1(CCC1)OC(=O)NC=1C=C2C(=CNC2=CC1)C=1CCN(CC1)C(C)CC 5-cyclobutoxycarbonylamino-3-(1-(sec-butyl)-1,2,3,6-tetrahydropyridin-4-yl)-1H-indole